N,N-dimethylaminoaspartic acid dimethyl ester COC([C@@H](N(NC)NC)CC(=O)OC)=O